2-(2-((5-(3-(aminomethyl)phenyl)-7-(1,5-dimethyl-6-oxo-1,6-dihydropyridin-3-yl)benzofuran-3-yl)methoxy)phenyl)acetic acid NCC=1C=C(C=CC1)C=1C=C(C2=C(C(=CO2)COC2=C(C=CC=C2)CC(=O)O)C1)C1=CN(C(C(=C1)C)=O)C